CN(CCCCCC(N1CCCCC1)=O)CC=1C=2C3=C(C(N(C3=CC1)C1C(NC(CC1)=O)=O)=O)C=CC2 3-(6-((methyl(6-oxo-6-(piperidin-1-yl)hexyl)amino)methyl)-2-oxobenzo[cd]indol-1(2H)-yl)piperidine-2,6-dione